4-(4-(2-(isoxazol-3-ylamino)-2-oxoethyl)phenyl)-1H-pyrrolo[2,3-b]pyridin O1N=C(C=C1)NC(CC1=CC=C(C=C1)C1=C2C(=NC=C1)NC=C2)=O